3-(4-allyl-1-oxoisoindolin-2-yl)piperidine-2,6-dione C(C=C)C1=C2CN(C(C2=CC=C1)=O)C1C(NC(CC1)=O)=O